methyl-4-[5-benzyloxy-9-(4-fluorophenyl)-1,1,4-trimethyl-3H-pyrano[3,4-b]indol-4-yl]benzoate COC(C1=CC=C(C=C1)C1(COC(C=2N(C3=CC=CC(=C3C21)OCC2=CC=CC=C2)C2=CC=C(C=C2)F)(C)C)C)=O